CC1=C(C=CC(=C1)S(N[C@H](C)C1CCN(CC1)C)(=O)=O)NC(=O)C12CCC(CC1)CC2 (R)-N-(2-methyl-4-(N-(1-(1-methylpiperidin-4-yl)ethyl)sulfamoyl)phenyl)bicyclo[2.2.2]octane-1-carboxamide